benzophenanthrenyl-(phenanthrenyl)binaphthalene tert-butyl-(2S,5S)-3-(hydroxymethyl)-2,3-dihydro-2,5-methanobenzo[f][1,4]oxazepine-4(5H)-carboxylate C(C)(C)(C)OC(=O)N1C([C@H]2OC3=C([C@@H]1C2)C=CC=C3)CO.C3(=C2C=1C=CC=CC1C1=C(C2=CC=C3)C=CC=C1)C=1C(=C(C3=CC=CC=C3C1)C1=CC=CC3=CC=CC=C13)C1=CC=CC=3C2=CC=CC=C2C=CC13